C(C)OC(=O)C1=CC2=C(N1)SC=C2 6H-thieno[2,3-b]pyrrole-5-carboxylic acid ethyl ester